5-((3,3-difluorocyclopentyl)oxy)-N-((3r,4s)-3-methyl-1-(methylsulfonyl)piperidin-4-yl)-6-(1H-pyrazol-4-yl)-[1,2,4]triazolo[1,5-a]pyridin-2-amine FC1(CC(CC1)OC1=C(C=CC=2N1N=C(N2)N[C@@H]2[C@@H](CN(CC2)S(=O)(=O)C)C)C=2C=NNC2)F